N1=CC(=C2N1C=CC=C2)C(=O)N2CC1(C(NC(N1)=O)=O)CC2 7-(pyrazolo[1,5-a]pyridine-3-carbonyl)-1,3,7-triazaspiro[4.4]nonane-2,4-dione